5-chloro-2-methyl-2H-isothiazol-3-one-hydrochloride Cl.ClC1=CC(N(S1)C)=O